furan-dione O1C(C(C=C1)=O)=O